NC1=C(C(NC2=C(C=CC=C12)C=1C=NC=CC1OC)=O)C(=O)NCCC 4-Amino-8-(4-methoxy-3-pyridyl)-2-oxo-N-propyl-1H-quinoline-3-carboxamide